tert-butyl 7-((1-methylpiperidin-4-yl)oxy)-1,2,4,5-tetrahydro-3H-benzo[d]azepine-3-carboxylate CN1CCC(CC1)OC1=CC2=C(CCN(CC2)C(=O)OC(C)(C)C)C=C1